OC1(CC(C1)C(=O)N1CC2(C1)CC(C2)CN2C=CC=1C2=NC(=CC1)C)C ((1s,3s)-3-hydroxy-3-methylcyclobutyl)(6-((6-methyl-1H-pyrrolo[2,3-b]pyridin-1-yl)methyl)-2-azaspiro[3.3]hept-2-yl)methanone